FC(OC1=CC=C(C=C1)N1N=C(N=C1)C1=CC=C2C=NC(=NC2=C1)N1CSCC1)(F)F 3-[7-[1-[4-(trifluoromethoxy)phenyl]-1,2,4-triazol-3-yl]Quinazolin-2-yl]Thiazolidin